6-(1H-imidazol-1-yl)-5-methyl-N-(pyridin-3-yl)picolinamide N1(C=NC=C1)C1=C(C=CC(=N1)C(=O)NC=1C=NC=CC1)C